C(C1=CC=CC=C1)(=O)OC(C1=CC=CC=C1)C=1N(C=2CC(CC(C2C1)=O)(C)C)C1=CC=C(C=C1)Cl (1-(4-chlorophenyl)-6,6-dimethyl-4-oxo-4,5,6,7-tetrahydro-1H-indol-2-yl)(phenyl)methyl benzoate